ClC=1C(=NC(=NC1)N1C[C@H]([C@@H](CC1)NC1=CC=C2C(=NN(C2=C1)C)C1C(NC(CC1)=O)=O)C)NC1=CC=C2C=C(N=CC2=C1)OCC1=CC=C(C=C1)OC 3-(6-(((3R,4R)-1-(5-chloro-4-((3-((4-methoxybenzyl)oxy)isoquinolin-7-yl)amino)pyrimidin-2-yl)-3-methylpiperidin-4-yl)amino)-1-methyl-1H-indazol-3-yl)piperidine-2,6-dione